FC(C(=O)N1C[C@H](CC1)CO)(F)C=1C=C(C(=O)NC2=CC(=C(C=C2)F)F)C=CC1F (S)-3-(1,1-difluoro-2-(3-(hydroxymethyl)pyrrolidin-1-yl)-2-oxoethyl)-N-(3,4-difluorophenyl)-4-fluorobenzamide